C(C=C)(=O)N1[C@H](CN(CC1)C1=CC(=NC=2CN(CCC12)C1=CC=CC2=CC=CC(=C12)C)C(=O)NCC1(CCCCC1)N)CC#N (S)-4-(4-acryloyl-3-(cyanomethyl)piperazin-1-yl)-N-((1-aminocyclohexyl)methyl)-7-(8-methylnaphthalen-1-yl)-5,6,7,8-tetrahydro-1,7-naphthyridine-2-carboxamide